1-{4-[(3-Fluorobenzyl)sulfonyl]-2-nitrophenyl}-4-(4-nitrophenyl)piperazine FC=1C=C(CS(=O)(=O)C2=CC(=C(C=C2)N2CCN(CC2)C2=CC=C(C=C2)[N+](=O)[O-])[N+](=O)[O-])C=CC1